FC1=CC=C(C=C1)C1=C(NC2=C1C(N(CC2)C)=O)C2=CC(=NC=C2)NC(CC2=CC=C(C(=O)N(C)CCOC)C=C2)=O 4-[2-({4-[3-(4-Fluorophenyl)-5-methyl-4-oxo-4,5,6,7-tetrahydro-1H-pyrrolo[3,2-c]pyridin-2-yl]pyridin-2-yl}amino)-2-oxoethyl]-N-(2-methoxyethyl)-N-methylbenzamid